(S)-1-acetyl-N-(7-cyano-5-(isopropylamino)-2,6-naphthyridin-3-yl)piperidine-3-carboxamide C(C)(=O)N1C[C@H](CCC1)C(=O)NC=1N=CC2=CC(=NC(=C2C1)NC(C)C)C#N